COC=1C=C(C=CC1OC)C=1NC2=CC=C(C=C2C1CC)C(=O)NCC1=NC=CC=C1 2-(3,4-dimethoxyphenyl)-3-ethyl-N-(pyridin-2-ylmethyl)-1H-indole-5-carboxamide